4-(((3,5-dicyano-6-(dimethylamino)-4-ethylpyridin-2-yl)thio)methyl)benzoic acid C(#N)C=1C(=NC(=C(C1CC)C#N)N(C)C)SCC1=CC=C(C(=O)O)C=C1